C(CCCCC)N1N=NC2=C1C=CC=C2 1-hexyl-benzotriazole